3-iso-propoxy-1-butanol C(C)(C)OC(CCO)C